C(C)(C)C(CCOC(C)=O)CCCC 3-Isopropylheptylacetat